P(=O)(O)(O)[O-].[Mg+2].P(=O)(O)(O)[O-] Magnesium dihydrogenphosphat